ClC1=CC2=C(C(N3[C@H](CO2)CN(CC3)C(=O)OC(C)(C)C)=O)C(=N1)N1CC(OCC1)(C)C tert-butyl (S)-3-chloro-1-(2,2-dimethylmorpholino)-12-oxo-6a,7,9,10-tetrahydro-12H-pyrazino[2,1-c]pyrido[3,4-f][1,4]oxazepine-8(6H)-carboxylate